benzyl N-(6-hydroxyhexyl)carbamate OCCCCCCNC(OCC1=CC=CC=C1)=O